FC=1C=C2CCN(CC2=CC1)C1=CC(=C(C(=C1)C)[N+](=O)[O-])F 6-Fluoro-2-(3-fluoro-5-methyl-4-nitro-phenyl)-3,4-dihydro-1H-isoquinoline